(6R)-6-{[2-(1-ethyl-3-methyl-1H-pyrazol-4-yl)-7-(trifluoromethyl)[1,2,4]triazolo[1,5-c]quinazolin-5-yl]amino}-1,4-diazepin-5-one C(C)N1N=C(C(=C1)C1=NN2C(=NC=3C(=CC=CC3C2=N1)C(F)(F)F)NC=1C(N=CC=NC1)=O)C